tert-butyl (S)-(2-(2-((4-(((tert-butyldimethylsilyl)oxy)methyl)phenyl)carbamoyl)pyrrolidin-1-yl)-2-oxoethyl)carbamate [Si](C)(C)(C(C)(C)C)OCC1=CC=C(C=C1)NC(=O)[C@H]1N(CCC1)C(CNC(OC(C)(C)C)=O)=O